[SiH2]1C=CC=C1.[C] carbon silol